N,N,4-trimethyl-3-(tetramethyl-1,3,2-dioxaborolan-2-yl)benzamide CN(C(C1=CC(=C(C=C1)C)B1OC(C(O1)(C)C)(C)C)=O)C